(1-isopropyl-1H-imidazol-4-yl)[(1R,5S,6r)-6-(2-pyridylcarbonyl)-3-azabicyclo[3.1.0]Hex-3-yl]Ketone C(C)(C)N1C=NC(=C1)C(=O)N1C[C@H]2C([C@H]2C1)C(=O)C1=NC=CC=C1